tris(2,4-dimethylphenyl) phosphite P(OC1=C(C=C(C=C1)C)C)(OC1=C(C=C(C=C1)C)C)OC1=C(C=C(C=C1)C)C